(3S,6S)-3-(((benzyloxy) carbonyl) amino)-6-hydroxyazacyclooctane-1-carboxylate C(C1=CC=CC=C1)OC(=O)N[C@@H]1CN(CC[C@H](CC1)O)C(=O)[O-]